(R and S)-2-(2,2-dimethyl-6-(trifluoromethyl)-morpholino)-N-(2-sulfamoylpyridin-4-yl)-5-(trifluoromethyl)nicotinamide CC1(O[C@H](CN(C1)C1=C(C(=O)NC2=CC(=NC=C2)S(N)(=O)=O)C=C(C=N1)C(F)(F)F)C(F)(F)F)C |r|